N,N-dimethylaniline nitrogen [N].CN(C1=CC=CC=C1)C